C(C1=CC=CC=C1)N(CC1=CC=CC=C1)CC#C N,N-dibenzylpropargyl-amine